(2R,3S,4R,5R)-2-((bis(4-methoxyphenyl)(phenyl)methoxy)methyl)-5-(6-((3-fluorobenzyl)(methyl)amino)-9H-purin-9-yl)tetrahydrofuran-3,4-diol COC1=CC=C(C=C1)C(OC[C@H]1O[C@H]([C@@H]([C@@H]1O)O)N1C2=NC=NC(=C2N=C1)N(C)CC1=CC(=CC=C1)F)(C1=CC=CC=C1)C1=CC=C(C=C1)OC